C(C[C@H](C(=O)[O-])[NH3+])C[C@@H](C(=O)[O-])[NH3+] The molecule is dizwitterionic form of meso-2,6-diaminopimelic acid arising from migration of protons from both carboxy groups to the amino groups; major species at pH 7.3. It has a role as a human metabolite and an Escherichia coli metabolite. It is a conjugate acid of a meso-2,6-diaminopimelate(2-). It is a tautomer of a meso-2,6-diaminopimelic acid.